O=C1N(CCCCC1)[C@H]1CN(CCC1)C(=O)OC(C)(C)C tert-butyl (R)-3-(2-oxoazepan-1-yl)piperidine-1-carboxylate